5-hydroxy-4-(1H-indol-2-yl)-N-methoxy-2-carbonyl-5-pentyl-2,5-dihydrofuran-3-carboxamide OC1(C(=C(C(O1)=C=O)C(=O)NOC)C=1NC2=CC=CC=C2C1)CCCCC